(1H-indol-6-yl)(3-(phenoxymethyl)-8-azabicyclo[3.2.1]oct-8-yl)methanone tert-butyl-cis-1-(1-(4H-1,2,4-triazol-4-yl)ethyl)-3-methyl-6-azabicyclo[3.1.1]heptane-6-carboxylate C(C)(C)(C)OC(=O)N1C2CC(CC1(C2)C(C)N2C=NN=C2)C.N2C=CC1=CC=C(C=C21)C(=O)N2C1CC(CC2CC1)COC1=CC=CC=C1